CC1=C2C=CN(C2=CC=C1N1CNCC=C1)C1CCNCC1 1-(4-Methyl-1-(piperidin-4-yl)-1H-indol-5-yl)dihydropyrimidine